3-(4-(Methoxycarbonyl)phenyl)-4-methylpiperidine COC(=O)C1=CC=C(C=C1)C1CNCCC1C